C(=C)C1=C2C=CC(=CC2=CC=C1)O 5-vinylnaphthalene-2-ol